isoamylsilane C(CC(C)C)[SiH3]